tert-Butyl 4-methyl-2-[[3-[[7-(5-methyl-1,2,4-oxadiazol-3-yl)-1-isoquinolyl]amino]cyclobutanecarbonyl]amino]thiazole-5-carboxylate CC=1N=C(SC1C(=O)OC(C)(C)C)NC(=O)C1CC(C1)NC1=NC=CC2=CC=C(C=C12)C1=NOC(=N1)C